FC(F)(F)OCCOC(F)(F)F ethylene glycol bis(trifluoromethyl) ether